ClC=1C(=CC(=C(C1)NC1=NC(=NC=N1)NC=1C(=CC(=C(C1)NC(C=C)=O)N1CC(C1)CN(C)C)OC)C(C)(C)O)F N-(5-(4-(5-chloro-4-fluoro-2-(2-hydroxypropan-2-yl)phenylamino)-1,3,5-triazin-2-ylamino)-2-(3-((dimethylamino)methyl)azetidin-1-yl)-4-methoxyphenyl)acrylamide